2-(2-oxobutyl)isoindoline-1,3-dione O=C(CN1C(C2=CC=CC=C2C1=O)=O)CC